FC=1C=C2CCN(CC2=CC1)C1=CC(=C(C(=C1)C)NC(CC(C)(C)C)=O)C N-[4-(6-fluoro-3,4-dihydro-1H-isoquinolin-2-yl)-2,6-dimethyl-phenyl]-3,3-dimethylbutanamide